ClC1=C(C=CC=C1NC1=C(C=C(C=C1)F)F)[C@@]1(CC(N(C(N1)=N)C1CC(C1)(C)O)=O)C (6S)-6-[2-Chloro-3-(2,4-difluoroanilino)phenyl]-3-(3-hydroxy-3-methylcyclobutyl)-2-imino-6-methylhexahydro-pyrimidin-4-one